4-(N-phenylphenanthroimidazolyl)-benzyl chloroformate ClC(=O)OCC1=CC=C(C=C1)C=1N(C2=C(N1)C=1C=CC=3C=CC=CC3C1C=C2)C2=CC=CC=C2